C1([C@H](O)[C@@H](O)[C@H](O)[C@H](O1)CO)N([C@@H](CC[C@@H](O)CN)C(=O)O)C1[C@H](O)[C@@H](O)[C@@H](O)[C@H](O1)CO glucosyl-galactosyl-hydroxylysine